[13C]1(=[13CH][13CH]=[13CH][13CH]=[13CH]1)N benzenamine-13C6